4-[(3-cyanophenyl)methyl]-2-pentyl-1H,2H,3H,4H-cyclopenta[b]indole-5-carboxylic acid C(#N)C=1C=C(C=CC1)CN1C2=C(C3=CC=CC(=C13)C(=O)O)CC(C2)CCCCC